methyl 8-bromo-2-(2,2,2-trifluoro-1-hydroxyethyl)imidazo[1,2-a]pyridine-6-carboxylate BrC=1C=2N(C=C(C1)C(=O)OC)C=C(N2)C(C(F)(F)F)O